(oxetan-3-yl)-1H-imidazole O1CC(C1)N1C=NC=C1